glycerol diricinoleate C(CCCCCCC\C=C/C[C@H](O)CCCCCC)(=O)OCC(OC(CCCCCCC\C=C/C[C@H](O)CCCCCC)=O)CO